BrC1=CC(=C(C=N1)NC(=O)C1(CN(C1)CCC(C(=O)O)(C)C)C1=C(C=CC=C1)C(C)C)OC 4-(3-((6-bromo-4-methoxypyridin-3-yl)carbamoyl)-3-(2-isopropylphenyl)azetidin-1-yl)-2,2-dimethylbutanoic acid